The molecule is a ceramide phosphoinositol compound having a tetracosanoyl group attached to the ceramide nitrogen, no hydroxylation at C-4 of the long-chain base, and hydroxylation at C-2 of the very-long-chain fatty acid. It has a role as a Saccharomyces cerevisiae metabolite. It derives from a N-(2-hydroxytetracosanoyl)sphinganine. It is a conjugate acid of an Ins-1-P-Cer(d18:0/2-OH-24:0)(1-). CCCCCCCCCCCCCCCCCCCCCC[C@@H](C(=O)N[C@@H](COP(=O)(O)OC1[C@@H]([C@H](C([C@H]([C@H]1O)O)O)O)O)[C@@H](CCCCCCCCCCCCCCC)O)O